(5S)-2-((R)-hydroxy(6-methoxyquinolin-4-yl)methyl)-5-vinylquinuclidin-1-ium O[C@@H](C1[NH+]2C[C@H](C(C1)CC2)C=C)C2=CC=NC1=CC=C(C=C21)OC